tertbutyl 6-(methylamino)-2-azaspiro[3.3]heptane-2-carboxylate CNC1CC2(CN(C2)C(=O)OC(C)(C)C)C1